FC1=CC=C(COC2=C(CC(CCCN(C)C)N)C=CC=C2)C=C1 1-(2-((4-fluorobenzyl)oxy)benzyl)-N4,N4-dimethylbutane-1,4-diamine